N-benzyl-2-(4-hydroxy-3-methoxyphenyl)-N-methylethanamine C(C1=CC=CC=C1)N(CCC1=CC(=C(C=C1)O)OC)C